(5-Ethoxy-2-methylbenzo[d]thiazol-6-yl)methylamine hydrochloride Cl.C(C)OC=1C(=CC2=C(N=C(S2)C)C1)CN